methylenebis(4-ethyl-6-butylphenol) C(C1=C(C(=CC(=C1)CC)CCCC)O)C1=C(C(=CC(=C1)CC)CCCC)O